FC(C)(F)C1=NC(=NO1)C12CCC(CC1)(CC2)CN(C(=O)C2CCC(CC2)(F)F)C2=CC(=CC=C2)C(F)(F)F N-((4-(5-(1,1-difluoroethyl)-1,2,4-oxadiazol-3-yl)bicyclo[2.2.2]octan-1-yl)methyl)-4,4-difluoro-N-(3-(trifluoromethyl)phenyl)cyclohexane-1-carboxamide